CC=1C=C(C=C(C1)C)CC(=O)NS(N(C1CN(CCC1)C)C=1C=NN(C1)C)(=O)=O 2-(3,5-Dimethylphenyl)-N-[(1-methyl-1H-pyrazol-4-yl)(1-methylpiperidin-3-yl)sulfamoyl]acetamide